(S)-(3-(1-amino-1,3-dihydrospiro[indene-2,4'-piperidin]-1'-yl)-6-(3-(6-amino-1H-indazol-1-yl)prop-1-yn-1-yl)pyrazin-2-yl)methanol N[C@@H]1C2=CC=CC=C2CC12CCN(CC2)C=2C(=NC(=CN2)C#CCN2N=CC1=CC=C(C=C21)N)CO